COC1=CC=C(C=C1)C1=NC(=NC(=N1)C(Cl)(Cl)Cl)C(Cl)(Cl)Cl 2-(p-methoxyphenyl)-4,6-bis(Trichloromethyl)-s-triazine